COC1=CC=C(CN(S(=O)(=O)C2=NN(C=C2)CCCB2OC(C(O2)(C)C)(C)C)CC2=CC=C(C=C2)OC)C=C1 N,N-bis(4-methoxybenzyl)-1-(3-(4,4,5,5-tetramethyl-1,3,2-dioxaborolan-2-yl)propyl)-1H-pyrazole-3-sulfonamide